sodium 4,4-dimethyl-4-silapentane-1-sulfonate C[Si](CCCS(=O)(=O)[O-])(C)C.[Na+]